(3S)-ethyl 3-(4-((3-(7-oxaspiro[bicyclo[4.1.0]heptane-3,2'-[1,3]dioxolan]yl)benzyl)oxy)phenyl)hex-4-ynoate O1C2(OC(C1)C=1C=C(COC3=CC=C(C=C3)[C@H](CC(=O)OCC)C#CC)C=CC1)CC1OC1CC2